2-[(1R,5S,6S)-3-benzyl-3-azabicyclo[3.1.0]hexane-6-yl]ethanol C(C1=CC=CC=C1)N1C[C@@H]2C([C@@H]2C1)CCO